(2S,4R)-4-[tert-butyl-(dimethyl)silyl]oxy-2-formylpyrrolidine-1-carboxylic acid tert-butyl ester C(C)(C)(C)OC(=O)N1[C@@H](C[C@H](C1)O[Si](C)(C)C(C)(C)C)C=O